C(C1=CC=CC=C1)NC1=CC(=CC=2N(C=NC21)CC2=CC=CC=C2)C=2C(=NOC2C)C N,1-dibenzyl-6-(3,5-dimethylisoxazol-4-yl)-1H-benzo[d]imidazol-4-amine